(2R,4S)-N-(5-((-)-1-amino-1-(3-cyanophenyl)-3-cyclopropyl)-2-fluorophenyl)-4-hydroxy-4-phenylpyrrolidine-2-carboxamide NC1(CC1C=1C=CC(=C(C1)NC(=O)[C@@H]1NC[C@](C1)(C1=CC=CC=C1)O)F)C1=CC(=CC=C1)C#N